tert-Butyl 10-methyl-8,11-dioxo-3,4,8,9,10,11-hexahydro-1H-pyrido[4',3':3,4]-pyrazolo[1,5-a][1,4]diazepine-2(7H)-carboxylate CN1C(C=2N(CC(C1)=O)N=C1C2CN(CC1)C(=O)OC(C)(C)C)=O